1-hydroxy-2-methyloct-4-ene OCC(CC=CCCC)C